3,5-Bis(benzyloxy)-4-(methoxymethoxy)benzaldehyde C(C1=CC=CC=C1)OC=1C=C(C=O)C=C(C1OCOC)OCC1=CC=CC=C1